FC1=C(C=CC=C1)NC(C=C)=O N-(2-fluorophenyl)acrylamide